FC(C(C)(C)O)(F)C=1C(=C(C=CC1)[C@@H](C)NC1=NC(=NC2=CC3=C(C=C12)[C@@](C(N3C)=O)(C)O)C)F |&1:26| (R/S)-4-(((R)-1-(3-(1,1-difluoro-2-hydroxy-2-methylpropyl)-2-fluorophenyl)ethyl)amino)-6-hydroxy-2,6,8-trimethyl-6,8-dihydro-7H-pyrrolo[3,2-g]quinazolin-7-one